9-benzyloxy-3-isopropyl-3,6,7,7a,8,9,10,11-octahydro-2H-oxazolo[2,3-j]quinolin-5-one C(C1=CC=CC=C1)OC1CC2CCC(N3C2(CC1)OCC3C(C)C)=O